6-((1-acryloyl-3-(3-chloro-2-methylphenyl)azetidin-3-yl)amino)-3,3-dimethyl-1-(2,2,2-trifluoroethyl)indolin-2-one C(C=C)(=O)N1CC(C1)(C1=C(C(=CC=C1)Cl)C)NC1=CC=C2C(C(N(C2=C1)CC(F)(F)F)=O)(C)C